(4-(2-(1-(4-chloro-2-fluorophenyl)ethoxy)pyridin-3-yl)-2,6-difluorobenzyl)-1-(2-methoxyethyl)-1H-benzo[d]Imidazole-6-carboxylic acid ClC1=CC(=C(C=C1)C(C)OC1=NC=CC=C1C1=CC(=C(CC2=NC3=C(N2CCOC)C=C(C=C3)C(=O)O)C(=C1)F)F)F